ClC=1C=C(C(=NC1)N[C@H](CO)C)C1=NN(C=C1)C (S)-2-((5-chloro-3-(1-methyl-1H-pyrazol-3-yl)pyridin-2-yl)amino)propan-1-ol